C[C@H]1[C@H](NC(C1)=O)COC1=NC=CC2=CC(=C(C=C12)OC(C)C)C(=O)N 1-{[(2S,3R)-3-methyl-5-oxopyrrolidin-2-yl]methoxy}-7-(propan-2-yloxy)isoquinoline-6-carboxamide